ClC1=C(C=C(OCC(=O)NC23CC(C(CC2)(CC3)NCC3=CC=C(C=C3)C#N)O)C=C1)F 2-(4-chloro-3-fluorophenoxy)-N-(4-{[(4-cyanophenyl)methyl]amino}-3-hydroxybicyclo[2.2.2]octan-1-yl)acetamide